2,4-dichlorobenzofuran ClC=1OC2=C(C1)C(=CC=C2)Cl